tertiary butyl 4-(1-(4-amino-3-methoxyphenyl)piperidin-4-yl)piperazin-1-carboxylate NC1=C(C=C(C=C1)N1CCC(CC1)N1CCN(CC1)C(=O)OC(C)(C)C)OC